3-[6-(6-isopropylsulfanyl-pyridin-2-yl)-thiochroman-2-yl]-propionic acid C(C)(C)SC1=CC=CC(=N1)C=1C=C2CCC(SC2=CC1)CCC(=O)O